COC1=C(C=CC=C1)C#CC1SCCCS1 2-((2-methoxyphenyl)ethynyl)-1,3-dithiane